2-(2H-tetrazol-5-yl)benzoic acid N=1NN=NC1C1=C(C(=O)O)C=CC=C1